(1-Isopropyltriazol-4-yl)-[4-(1-methylpyrazol-4-yl)-3,4-dihydro-1H-isoquinolin-2-yl]methanone C(C)(C)N1N=NC(=C1)C(=O)N1CC2=CC=CC=C2C(C1)C=1C=NN(C1)C